COC1=C(C=CC=C1)N1CN(CN(C1)C1=C(C=CC=C1)OC)C1=C(C=CC=C1)OC hexahydro-1,3,5-tris(2-methoxyphenyl)-1,3,5-triazine